C(CCCCCCC)OC(C)COC(C)CO dipropylene glycol mono-octyl ether